3-(4-bromo-3-methyl-2-oxo-2,3-dihydro-1H-benzimidazol-1-yl)-1-(4-methoxybenzyl)piperidine-2,6-dione BrC1=CC=CC=2N(C(N(C21)C)=O)C2C(N(C(CC2)=O)CC2=CC=C(C=C2)OC)=O